OC1=C(C=CC=C1)C1=CC2=C(NC=3CC[C@H](CC23)C(=O)O)N=N1 |o1:15| rel-(R)-3-(2-hydroxyphenyl)-6,7,8,9-tetrahydro-5H-pyridazino[3,4-b]indole-6-carboxylic acid